N,N'-bis-(2-hydroxyethyl)urea OCCNC(=O)NCCO